CC1=C(C(=S)O)C=CC(=C1C)C 2,4-dimethyl-3-methylthiobenzoic acid